2-methanesulfonyl-4-methyl-1-nitrobenzene CS(=O)(=O)C1=C(C=CC(=C1)C)[N+](=O)[O-]